1-Butyl-N-[5-(2-chloro-6-fluorophenyl)-1-trityl-1H-indazol-3-yl]piperidine-4-carboxamide Tert-Butyl-4-[(5-Bromo-1-Methyl-Imidazole-2-Carbonyl)Amino]-2-Chloro-Benzoate C(C)(C)(C)OC(C1=C(C=C(C=C1)NC(=O)C=1N(C(=CN1)Br)C)Cl)=O.C(CCC)N1CCC(CC1)C(=O)NC1=NN(C2=CC=C(C=C12)C1=C(C=CC=C1F)Cl)C(C1=CC=CC=C1)(C1=CC=CC=C1)C1=CC=CC=C1